IC=1C=NN2C1N=C(N=C2N(CC2=CC=C(C=C2)OC)CC2=CC=C(C=C2)OC)S(=O)(=O)C 8-iodo-2-(methanesulfonyl)-N,N-bis[(4-methoxyphenyl)methyl]pyrazolo[1,5-a][1,3,5]triazin-4-amine